6-(tert-butyl)-4-(phenylcarbamoyl)-3,4-dihydronaphthalene-2,2(1H)-dicarboxylic acid diethyl ester C(C)OC(=O)C1(CC2=CC=C(C=C2C(C1)C(NC1=CC=CC=C1)=O)C(C)(C)C)C(=O)OCC